N-(8-(methylamino)-5-((5-(trifluoromethoxy)pyridin-2-yl)ethynyl)-2,7-naphthyridin-3-yl)cyclopropanecarboxamide CNC=1N=CC(=C2C=C(N=CC12)NC(=O)C1CC1)C#CC1=NC=C(C=C1)OC(F)(F)F